CS(=O)(=O)C1=CC=C(C=C1)B(O)O (4-methylsulfonylphenyl)boronic acid